1-(6-chloropyridazin-3-yl)-3-(2,4-dimethoxybenzyl)dihydropyrimidine ClC1=CC=C(N=N1)N1CN(CCC1)CC1=C(C=C(C=C1)OC)OC